FC1=C(OC2=C(COC3=CC=C(C=C3)CCC(=O)O)C=CC=C2)C=CC(=C1)F 3-(4-((2-(2,4-difluorophenoxy)benzyl)oxy)phenyl)propionic acid